BrC=1C(=NC=NC1CC)C1CC1 5-bromo-4-cyclopropyl-6-ethylpyrimidine